1-methyl glutarate C(CCCC(=O)[O-])(=O)OC